C(C)(=O)OC[C@H]([C@H]([C@@H]([C@H](C(=O)C1=CC(=C(C=C1)C)CC=1SC(=CC1)C1=CC=C(C=C1)F)OC(C)=O)OC(C)=O)OC(C)=O)OC(CCl)=O (2R,3R,4S,5R)-2-(2-chloroacetoxy)-6-(3-((5-(4-fluorophenyl) thiophen-2-yl) methyl)-4-methylphenyl)-6-oxohexane-1,3,4,5-tetrayl tetraacetate